CN1C(CCCC1=O)=O methylpiperidine-2,6-dione